6-tert-butyl-3-chloro-7-(methoxymethyl)-5-methyl-pyrrolo[2,3-b]pyrazine C(C)(C)(C)C1=C(C=2C(=NC(=CN2)Cl)N1C)COC